4-[2-(5-methylbenzothiopheno[2,3-g]isoquinolin-9-yl)oxyethyl]morpholine CC1=C2C=CN=CC2=CC2=C1SC1=C2C=C(C=C1)OCCN1CCOCC1